NC1=C2C(=NC=N1)N(N=C2C2=CC=C(C=C2)NC(=O)C=2C(N(C(=C(C2)C2CC2)C(=O)N2CCC2)C2=CC=C(C=C2)F)=O)C2CCN(CC2)C(C(C)C)=O N-(4-(4-amino-1-(1-isobutyrylpiperidin-4-yl)-1H-pyrazolo[3,4-d]pyrimidin-3-yl)phenyl)-6-(azetidine-1-carbonyl)-5-cyclopropyl-1-(4-fluorophenyl)-2-oxo-1,2-dihydropyridine-3-carboxamide